NC1C(N(C2=C(C(C1)(F)F)C=C(C(=C2)C=2OC(=NN2)N2CCC(CC2)(F)F)F)CC2=CC=C(C=C2)C2=NOC(=N2)C(F)(F)F)=O 3-amino-8-[5-(4,4-difluoro-1-piperidyl)-1,3,4-oxadiazol-2-yl]-5,5,7-trifluoro-1-[[4-[5-(trifluoromethyl)-1,2,4-oxadiazol-3-yl]phenyl]methyl]-3,4-dihydro-1-benzazepin-2-one